C1C2(CC3=CC(=CC=C13)B1OC(C(O1)(C)C)(C)C)C1=CC=CC=C1C=1C=CC=CC12 2-(1',3'-dihydrospiro[fluorene-9,2'-indene]-5'-yl)-4,4,5,5-tetramethyl-1,3,2-dioxaborolan